1,5,6,7-tetrahydropyrano[3,2-c]pyrazole-3-carboxylic acid N1N=C(C2=C1CCCO2)C(=O)O